tert-butyl 2-(4-(4-(3-amino-6-(2-hydroxyphenyl)pyridazin-4-yl)phenyl)piperidin-1-yl)acetate NC=1N=NC(=CC1C1=CC=C(C=C1)C1CCN(CC1)CC(=O)OC(C)(C)C)C1=C(C=CC=C1)O